FC=1C=C(C=C(C1C(F)(F)F)C)CC(=O)O 3-fluoro-5-methyl-4-(trifluoromethyl)-phenylacetic acid